COC1=CC=C(C=C1)CN1C(N(C(C2=C1C(OC(=C2)C)=O)=O)CC2=CC=C(C=C2)OC)=O 1,3-bis[(4-methoxyphenyl)methyl]-6-methyl-1h,2h,3h,4h,8h-pyrano[3,4-d]pyrimidine-2,4,8-trione